C(C)SC=1C=C(C=NC1C1=NC2=C(C(N(C(=C2)C(F)(F)F)OC)=O)N1C)C1(CC1)C#N 1-[5-ethylsulfanyl-6-[5-methoxy-3-methyl-4-oxo-6-(trifluoromethyl)imidazo[4,5-c]pyridin-2-yl]-3-pyridinyl]cyclopropanecarbonitrile